[Na+].O[C@@H](C\C=C/CCCCCCCC(=O)[O-])CCCCCC (9Z,12R)-12-hydroxy-9-octadecenoic acid monosodium salt